(5-cyclopropyl-1-(tetrahydro-2H-pyran-2-yl)-6-(trifluoromethyl)-1H-indazol-4-yl)boronic acid C1(CC1)C=1C(=C2C=NN(C2=CC1C(F)(F)F)C1OCCCC1)B(O)O